butyltin tris(2-ethyl hexanoate) C(C)C(C(=O)[O-])CCCC.C(C)C(C(=O)[O-])CCCC.C(C)C(C(=O)[O-])CCCC.C(CCC)[Sn+3]